CC1([C@@H]2N(C3=C(N1)C=C(C=N3)C(F)(F)F)CCN(C2)C(=O)OC(C)(C)C)C t-butyl (R)-6,6-dimethyl-3-(trifluoromethyl)-5,6,6a,7,9,10-hexahydro-8H-pyrazino[1,2-a]pyrido[3,2-e]pyrazin-8-carboxylate